2-(2-bromopropionamido)-4-methoxy-4-oxobutyric acid BrC(C(=O)NC(C(=O)O)CC(=O)OC)C